1-[2-fluoro-4-(trifluoromethyl)phenyl]-4-[6-(1-methyl-1H-pyrrol-2-yl)pyridazin-3-yl]-N-[(3S)-1-methylpyrrolidin-3-yl]piperidine-4-carboxamide FC1=C(C=CC(=C1)C(F)(F)F)N1CCC(CC1)(C(=O)N[C@@H]1CN(CC1)C)C=1N=NC(=CC1)C=1N(C=CC1)C